Cl.CC1=CC=2C=3N(C(=NC2C(=C1)[C@@H](C)N)N1CCCCC1)N=CN3 (R)-1-(9-methyl-5-(piperidin-1-yl)-[1,2,4]triazolo[1,5-c]quinazolin-7-yl)ethan-1-amine, hydrochloride